Methyl 3-(benzylcarbamoyl)-3-(N-(3-hydroxybenzyl)propiolamido)cyclohexane-1-carboxylate C(C1=CC=CC=C1)NC(=O)C1(CC(CCC1)C(=O)OC)N(C(C#C)=O)CC1=CC(=CC=C1)O